tertbutyl (R)-(1-(4,6-dimethoxypyrimidin-2-yl)-3-hydroxypropan-2-yl)carbamate COC1=NC(=NC(=C1)OC)C[C@H](CO)NC(OC(C)(C)C)=O